OCC1(OCCC1)C(=O)O 2-hydroxymethyl-tetrahydrofuran-2-carboxylic acid